3,4-Dimethylbenzaldehyde CC=1C=C(C=O)C=CC1C